N,N-dicarboxymethyl-alanine trisodium salt [Na+].[Na+].[Na+].C(=O)([O-])CN([C@@H](C)C(=O)[O-])CC(=O)[O-]